ClC=1C=CC(=C(C1)C1=CC(=C(N=N1)SCC1=CC(=CC=C1)C(=O)OC)NC1=C2C(=NC=C1)N(C=C2)C(=O)OC(C)(C)C)F tert-butyl 4-{[6-(5-chloro-2-fluorophenyl)-3-({[3-(methoxycarbonyl) phenyl] methyl} sulfanyl) pyridazin-4-yl] amino}-1H-pyrrolo[2,3-b]pyridine-1-carboxylate